C1(=CC=CC=C1)[Si](OC1=CC=C(C=C1)OC)(C(C)(C)C)C1=CC=CC=C1 1-Diphenyl-(tert-butyl)siloxy-4-methoxybenzene